C1CCC2=NC3=C(C(=C21)NC(=O)N=S(=O)(C2=CN=C(S2)C(C)(C)OC)NC(OC(C)(C)C)=O)CCC3 Tert-butyl (N-((1,2,3,5,6,7-hexahydrodicyclopenta[b,e]pyridin-8-yl)carbamoyl)-2-(2-methoxypropan-2-yl)thiazole-5-sulfonimidoyl)carbamate